C(C)N1C(=NN=C1)C=1C=C(C=2N(C1)C=NC2)OC2=CC=C(C=C2)N2C(CCC2)=O 1-[4-[6-(4-ethyl-1,2,4-triazol-3-yl)imidazo[1,5-a]pyridin-8-yl]oxyphenyl]pyrrolidin-2-one